p-divinylbenzene C=CC1=CC=C(C=C1)C=C